nickel(ii) sulfate S(=O)(=O)([O-])[O-].[Ni+2]